(6S,7S)-N-ethyl-6-((2-fluoro-[1,1'-biphenyl]-3-yl)methyl)-N-methyl-7-(methylsulfonamido)-5-azaspiro[2.4]heptane-5-carboxamide C(C)N(C(=O)N1CC2(CC2)[C@@H]([C@@H]1CC=1C(=C(C=CC1)C1=CC=CC=C1)F)NS(=O)(=O)C)C